3-oxo-androsta-4-en O=C1C=C2CC[C@H]3[C@@H]4CCC[C@@]4(C)CC[C@@H]3[C@]2(CC1)C